C(CCCC)(=O)OCC(=O)NCC1=CC(=C(C=C1)O)OC 2-((4-hydroxy-3-methoxy-benzyl)amino)-2-oxoethyl pentanoate